4-(7-methoxyquinolin-4-yl)-2-methylphenol methanesulfonate salt CS(=O)(=O)O.COC1=CC=C2C(=CC=NC2=C1)C1=CC(=C(C=C1)O)C